[Br-].C(C)[NH+](C1=CC=CC=C1)O ethylhydroxy-anilinium bromide